FC1(CC(C1)(C)CN1N=C(C(=C1C(=O)NC1=CC(=NC=C1)SC)C(F)(F)F)C1(CC1)OC)F 1-((3,3-Difluoro-1-methylcyclobutyl)methyl)-3-(1-methoxycyclopropyl)-N-(2-(methylthio)pyridin-4-yl)-4-(trifluoromethyl)-1H-pyrazole-5-carboxamide